2-(2-chloro-4-fluorophenoxy)quinoline-3-carboxylic acid ClC1=C(OC2=NC3=CC=CC=C3C=C2C(=O)O)C=CC(=C1)F